C(C)(C)(C)C1=NOC(=N1)NC(=O)N1N(CCC1)C1=CC=C(C=C1)C(F)(F)F N-(3-(tert-butyl)-1,2,4-oxadiazol-5-yl)-2-(4-(trifluoromethyl)phenyl)pyrazolidine-1-carboxamide